ClC=1C=C(C#N)C=CC1S(=O)(=O)N1C[C@]([C@H](C1)OC1=CC=C(C=C1)Cl)(CO)O 3-chloro-4-(((3r,4s)-4-(4-chlorophenoxy)-3-hydroxy-3-(hydroxymethyl)pyrrolidin-1-yl)sulfonyl)benzonitrile